tert-butyl 2-formyl-2,3-dihydro-1H-pyrrolo[3,2-c]pyridine-1-carboxylate C(=O)C1CC=2C=NC=CC2N1C(=O)OC(C)(C)C